3-(1-oxo-4-(piperazin-1-yl)isoindolin-2-yl)piperidine-2,6-dione O=C1N(CC2=C(C=CC=C12)N1CCNCC1)C1C(NC(CC1)=O)=O